N-[(S)-(4,4-Difluorocyclohexyl)(5-{(1R)-3,3-difluoro-1-[(2-fluoro-2-methylpropyl)-carbamoyl]propyl}-4-fluoro-1H-benzimidazol-2-yl)methyl]-2-isopropyl-1,2,4-triazole-3-carboxamide FC1(CCC(CC1)[C@H](NC(=O)C=1N(N=CN1)C(C)C)C1=NC2=C(N1)C=CC(=C2F)[C@@H](CC(F)F)C(NCC(C)(C)F)=O)F